3-chloro-5-ethoxy-7,7-dimethyl-7H-indeno[2,1-c]isoquinoline ClC1=CC=C2C3=C(N=C(C2=C1)OCC)C(C1=CC=CC=C13)(C)C